5-bromo-2-(4-fluoro-2-methoxy-phenoxy)pyridine BrC=1C=CC(=NC1)OC1=C(C=C(C=C1)F)OC